1-triisopropylsilyl-4-(3-(triethoxysilyl)propyl)piperazine C(C)(C)[Si](N1CCN(CC1)CCC[Si](OCC)(OCC)OCC)(C(C)C)C(C)C